lysergic acid amide hemitartrate C(=O)(O)C(O)C(O)C(=O)O.NC(=O)[C@H]1CN(C)[C@@H]2CC3=CNC4=CC=CC(C2=C1)=C34.NC(=O)[C@H]3CN(C)[C@@H]4CC1=CNC2=CC=CC(C4=C3)=C12